NNC(=S)N=N 3-thiocarbazone